(S)-Methyl 2-(2-(3-(3-(((R)-1-Cyclopropylethyl)Carbamoyl)-1H-Pyrazol-5-Yl)Phenyl)Oxazole-5-Carboxamido)-3-Methylbutanoate C1(CC1)[C@@H](C)NC(=O)C1=NNC(=C1)C=1C=C(C=CC1)C=1OC(=CN1)C(=O)N[C@H](C(=O)OC)C(C)C